5-[6-(4-Methoxyphenyl)pyrazolo[1,5-a]pyrimidin-3-yl]quinoline COC1=CC=C(C=C1)C=1C=NC=2N(C1)N=CC2C2=C1C=CC=NC1=CC=C2